CNC(CCCCCCC)=O caprylic acid N-methyl amide